sodium (-)-10-camphorsulfonate C12(C(=O)CC(CC1)C2(C)C)CS(=O)(=O)[O-].[Na+]